tert-Butyl-(5S,6S)-5-hydroxy-6-((S)-5H-imidazo[5,1-a]isoindol-5-yl)-2-azaspiro[3.3]heptan-2-carboxylat C(C)(C)(C)OC(=O)N1CC2(C1)[C@H]([C@@H](C2)[C@@H]2N1C(C3=CC=CC=C23)=CN=C1)O